FC=1C(=NC(=CC1)F)C1=NN(C=C1NC(=O)C=1N=C(SC1)C=1C=NN(C1)COP(=O)(OC1=CC=CC=C1)N[C@@H](C)C(=O)OC(C)C)C1CCC(CC1)OCC isopropyl (((4-(4-((3-(3,6-difluoropyridin-2-yl)-1-((1r,4r)-4-ethoxycyclohexyl)-1H-pyrazol-4-yl)carbamoyl)thiazol-2-yl)-1H-pyrazol-1-yl)methoxy)(phenoxy)phosphoryl)-L-alaninate